C12(CC3CC(CC(C1)C3)C2)NCCCCCCCNC2=C3C(N(C(=NC3=CC=C2)C(F)(F)F)[C@H]2C(NC(CC2)=O)=O)=O (3R)-3-(5-((7-(((1s,3s)-adamantan-1-yl)amino)heptyl)amino)-4-oxo-2-(trifluoromethyl)quinazolin-3(4H)-yl)piperidine-2,6-dione